manganese-nickel-cobalt sulfide [Co]=S.[Ni].[Mn]